ClC1=CC(=C(C=C1)C1=CC(=NC2=C1N=C(N(C2=O)C)C)N2CC(OC(C2)C=2C=NN(C2)C)(C)C)F 8-(4-chloro-2-fluorophenyl)-6-[2,2-dimethyl-6-(1-methyl-1H-pyrazol-4-yl)morpholin-4-yl]-2,3-dimethyl-3H,4H-pyrido[3,2-d]pyrimidin-4-one